[(2-dimethylamino-1,1-dimethylethyl)(trimethylsilyl)amino][bis(trimethylsilyl)amino]cobalt CN(CC(C)(C)N([Si](C)(C)C)[Co]N([Si](C)(C)C)[Si](C)(C)C)C